C(C)N1N=C2N=C(C=NC2=C1)N[C@@H](C)C=1C=C(C=CC1F)NC(C1=CC(=C(C=C1)OC1CCN(CC1)C)C)=O (S)-N-(3-(1-((2-ethyl-2H-pyrazolo[3,4-b]pyrazin-6-yl)amino)ethyl)-4-fluorophenyl)-3-methyl-4-((1-methylpiperidin-4-yl)oxy)benzamide